CC=1N=C(N(C1)COCC[Si](C)(C)C)OC1=CC=C(C#N)C=C1 4-(4-methyl-1-((2-(trimethylsilyl)ethoxy)methyl)-1H-imidazol-2-yloxy)benzonitrile